N-{[5-methyl-2-(1-methylethyl)cyclohexyl]carbonyl}glycine CC1CCC(C(C1)C(=O)NCC(=O)O)C(C)C